3-[(tert-butyldimethylsilyl)oxy]-1-propanal [Si](C)(C)(C(C)(C)C)OCCC=O